3'-((6-aminopyrimidin-4-yl)amino)-6'-(4-methoxybenzyl)-1'-methylspiro[cyclohexane-1,5'-pyrrolo[3,4-b]pyridine]-4',7'(1'H,6'H)-dione NC1=CC(=NC=N1)NC=1C(C2=C(N(C1)C)C(N(C21CCCCC1)CC1=CC=C(C=C1)OC)=O)=O